dimethoxydiacetoxysilane CO[Si](OC(C)=O)(OC(C)=O)OC